2-(3,5-Dimethylphenyl)-3-isopropyl-7-(1H-imidazol-4-yl)imidazo[2,1-f][1,2,4]triazin-4(3H)-one CC=1C=C(C=C(C1)C)C1=NN2C(C(N1C(C)C)=O)=NC=C2C=2N=CNC2